N-(3-(3-nitro-4-(1-oxo-1,2,3,4-tetrahydroisoquinolin-6-yl)-1H-pyrazol-1-yl)-5-(pyrrolidin-1-ylmethyl)phenyl)acrylamide [N+](=O)([O-])C1=NN(C=C1C=1C=C2CCNC(C2=CC1)=O)C=1C=C(C=C(C1)CN1CCCC1)NC(C=C)=O